C(C)(C)(C)OC(NC1(CC1)C1=C(C=CC=C1)C1=CC=CC=C1)=O tert-butyl(1-([1,1'-biphenyl]-2-yl)cyclopropyl)carbamate